CC(=O)OC1=CCC1 ETHYLENEVINYL ACETATE